D-aspartic acid calcium salt [Ca+2].N[C@H](CC(=O)[O-])C(=O)[O-]